NC1=CC=C(C=C1)S(=O)(=O)N(C)CC 4-amino-N-ethyl-N-methylbenzenesulfonamide